6-Amino-3-(3-(3-amino-5-methyl-1H-1,2,4-triazol-1-yl)-4'-chloro-1',2'-dihydrospiro[cyclopentane-1,3'-pyrrolo[2,3-b]pyridin]-5'-yl)-2-fluoro-N,N-dimethylbenzamide NC1=CC=C(C(=C1C(=O)N(C)C)F)C=1C(=C2C(=NC1)NCC21CC(CC1)N1N=C(N=C1C)N)Cl